COC1=CC=C(CN(C2=NC(=NN3C2=NC=C3C(C3=CC(=C(OCCN(C(OC(C)(C)C)=O)C)C=C3)F)O)O[C@@H](C)CCC)CC3=CC=C(C=C3)OC)C=C1 tert-butyl (2-(4-((4-(bis(4-methoxybenzyl)amino)-2-(((S)-pentan-2-yl)oxy)imidazo[2,1-f][1,2,4]triazin-7-yl)(hydroxy)methyl)-2-fluorophenoxy)ethyl)(methyl)carbamate